2-(2,6-dioxo-3-piperidyl)-5-(4-oxocyclohexyloxy)isoindoline-1,3-dione O=C1NC(CCC1N1C(C2=CC=C(C=C2C1=O)OC1CCC(CC1)=O)=O)=O